[Cl-].OC(C[NH2+]CC1=CC=CC=C1)O dihydroxyethyl-benzyl-ammonium chloride